tert-butyl N-(carbamoylmethyl)-N-(1-methylpyrazol-4-yl)carbamate C(N)(=O)CN(C(OC(C)(C)C)=O)C=1C=NN(C1)C